C(C1=CC=CC=C1)SC=1C=CC(=C(C1)/C=C/C(=O)OCC)NC1=C(C=C(C=C1)Br)OC (E)-ETHYL 3-(5-(BENZYLTHIO)-2-((4-BROMO-2-METHOXYPHENYL)AMINO)PHENYL)ACRYLATE